CC(C)C[O-].ClCCN(C1=CC=C(C=C1)C(C(=O)NC=1C=NC=CC1)C)CCCl 4-bis(2-chloroethyl)aminophenyl-N-3-pyridylpropionamide isobutoxide